N1(CC1)CCCN(CCCCN(C)CCCN1CC1)C N1,N4-bis(3-(aziridin-1-yl)propyl)-N1,N4-dimethylbutane-1,4-diamine